trans-methyl 3-[[(1S)-1-tert-butoxycarbonyl-2-methyl-propyl]-methyl-carbamoyl]cyclobutanecarboxylate C(C)(C)(C)OC(=O)[C@H](C(C)C)N(C(=O)[C@@H]1C[C@H](C1)C(=O)OC)C